FC=1C=C(C=CC1OC)NC(CN1C=NC2=C(C1=O)N(N=C2NC2=NC=C(C=C2)C(F)(F)F)C)=O N-(3-fluoro-4-methoxyphenyl)-2-(1-methyl-7-oxo-3-((5-(trifluoromethyl)pyridin-2-yl)amino)-1,7-dihydro-6H-pyrazolo[4,3-d]pyrimidin-6-yl)acetamide